4-((5-bromobenzo[d]oxazol-2-yl)methoxy)-3-methoxybenzaldehyde BrC=1C=CC2=C(N=C(O2)COC2=C(C=C(C=O)C=C2)OC)C1